IC1=C(C(=CC(=C1)C(C(F)(F)F)(C(F)(F)F)F)C(F)F)NC(C1=C(C(=CC=C1)NO)F)=O N-(2-iodo-4-(perfluoropropane-2-yl)-6-(difluoromethyl)phenyl)-2-fluoro-3-(hydroxyamino)benzamide